[5-chloro-2-[2-[(2R)-4-[(4-fluorophenyl)methyl]-2-methylpiperazin-1-yl]-2-oxoethoxy]phenyl]urea ClC=1C=CC(=C(C1)NC(=O)N)OCC(=O)N1[C@@H](CN(CC1)CC1=CC=C(C=C1)F)C